2,4,6-tris[(3-triethoxysilylpropyl)amino]-1,3,5-triazine C(C)O[Si](CCCNC1=NC(=NC(=N1)NCCC[Si](OCC)(OCC)OCC)NCCC[Si](OCC)(OCC)OCC)(OCC)OCC